2-methylthio-3,4-methylenedioxy-amphetamine CSC1=C(CC(N)C)C=CC2=C1OCO2